ClC=1C=C(C=C(C1)N1CCN(CC1)C)N1C=CC2=C(C=CC(=C12)C)F N-(3-chloro-5-(4-methylpiperazin-1-yl)phenyl)-4-fluoro-7-methyl-1H-indole